4-acetoxyphenyl-propene C(C)(=O)OC1=CC=C(C=C1)C=CC